O1C(=CC2=C1C=CC=C2)CC=O 2-Benzofuranylethanon